fluorobis-benzenesulfonyl-methane FC(S(=O)(=O)C1=CC=CC=C1)S(=O)(=O)C1=CC=CC=C1